OC(C(=O)N1CC2=C(N=C(NC2=O)C2(CC2)C2=CC=CC=C2)CC1)C1=CC(=CC=C1)C=1C=NC(=NC1)OC 6-(2-hydroxy-2-(3-(2-methoxypyrimidin-5-yl)phenyl)acetyl)-2-(1-phenylcyclopropyl)-5,6,7,8-tetrahydropyrido[4,3-d]pyrimidin-4(3H)-one